2-[(4S)-6-(4-chlorophenyl)-8-methoxy-1-methyl-4H-[1,2,4]Triazolo[4,3-a][1,4]Benzodiazepine-4-yl]-N-ethylacetamide ClC1=CC=C(C=C1)C1=N[C@H](C=2N(C3=C1C=C(C=C3)OC)C(=NN2)C)CC(=O)NCC